N-(3-fluoro-2-methylphenyl)-7-methoxy-2-(tetrahydro-2H-pyran-4-yl)imidazo[1,2-a]pyridine-6-carboxamide FC=1C(=C(C=CC1)NC(=O)C=1C(=CC=2N(C1)C=C(N2)C2CCOCC2)OC)C